tert-butylpiperidine-4-Carboxylate C(C)(C)(C)OC(=O)C1CCNCC1